6-Bromo-1-methyl-2-oxo-N-(2-pyridyl)quinoline-3-carboxamide BrC=1C=C2C=C(C(N(C2=CC1)C)=O)C(=O)NC1=NC=CC=C1